4-iodophenyl-boronic acid methyliminodiacetate CN(CC(=O)O)CC(=O)O.IC1=CC=C(C=C1)B(O)O